C(\C=C(/C)\CCC[C@H](C)CCC[C@H](C)CCCC(C)C)O phytyl hydroxide